C(C)[NH+]1CCC(C1)CC 1,4-diethylpyrrolidinium